(4-(ethylsulfonyl)-2-fluorophenyl)methanol C(C)S(=O)(=O)C1=CC(=C(C=C1)CO)F